2-((3-(benzyloxy)-1-ethyl-6-methyl-4-oxo-1,4-dihydropyridin-2-yl)methyl)isoindole-1,3-dione C(C1=CC=CC=C1)OC1=C(N(C(=CC1=O)C)CC)CN1C(C2=CC=CC=C2C1=O)=O